FC=1C=NC(=NC1)NC(C)=O N-(5-fluoropyrimidin-2-yl)acetamide